C1CCN(CC1)CC2=CC(=NC=C2)OC/C=C\\CNC3=C(C(=O)C3=O)N The molecule is an aromtic ether that is 4-(piperidin-1-ylmethyl)pyridin-2-ol in which the hydroxy group has been substituted by a {(2Z)-4-[(2-amino-3,4-dioxocyclobut-1-en-1-yl)amino]but-2-en-1-yl}oxy group. It is a H2 receptor antagonist which was developed for the treatment of peptic ulcers and duodenal ulcers. It has a role as a H2-receptor antagonist and an anti-ulcer drug. It is a member of piperidines, a member of pyridines, an aromatic ether, a member of cyclobutenones, an olefinic compound, a primary amino compound and a secondary amino compound. It is a conjugate base of a pibutidine(1+).